OC[C@H]1NCC[C@@H](C1)C#N (2S,4S)-2-(hydroxymethyl)piperidine-4-carbonitrile